FC(C(=O)N1CC2=CC=C(C=C2C1)F)(S(=O)(=O)C1=NC=CC=C1)F 2,2-difluoro-1-(5-fluoro-1,3-dihydro-2H-isoindol-2-yl)-2-(pyridin-2-ylsulfonyl)ethanone